CC1C(CC2NC(C=3C=NC4=C(C[C@]5(C(NC=6N=CC(/C=C/COCCCOCCN1C2=O)=CC56)=O)C4)C3)=O)C3=CC=CC=C3 (1S,23E)-13-methyl-12-phenyl-17,21-dioxa-5,9,14,27,29-pentazahexacyclo[23.5.2.11,4.13,7.110,14.028,31]pentatriaconta-3,5,7(34),23,25(32),26,28(31)-heptaene-8,30,33-trione